4-amino-6-chloro-8-methoxy-9H-pyrimido[4,5-b]indol NC1=NC=NC=2NC3=C(C=C(C=C3C21)Cl)OC